(2,4-dimethoxybenzyl)-2-(4-fluoro-1H-pyrazol-1-yl)-5-nitrobenzenesulfonamide COC1=C(CC=2C(=C(C=C(C2)[N+](=O)[O-])S(=O)(=O)N)N2N=CC(=C2)F)C=CC(=C1)OC